Cl.C(CCC)OC(=O)N1CCC2(CNC2)CC1 butyl-2,7-diazaspiro[3.5]nonane-7-carboxylate hydrochloride